azaspiro[3.5]nonan N1CCC12CCCCC2